CN(C1=C(C=CC(=C1)C(=O)OC)[C@H]1CC2(CC2)CCN1CC1=C2C=CN(C2=C(C=C1OC)C)C(=O)OC(C)(C)C)C tert-butyl (R)-4-((5-(2-(dimethylamino)-4-(methoxycarbonyl)phenyl)-6-azaspiro[2.5]octan-6-yl)methyl)-5-methoxy-7-methyl-1H-indole-1-carboxylate